4-chloro-3-fluoro-2-methoxy-benzaldehyde ClC1=C(C(=C(C=O)C=C1)OC)F